B(O)(O)C1=C(C=C(C(=O)NCCCN(CC(=O)O)C(C2=CC(=C(C=C2)B(O)O)F)=O)C=C1)F N-(3-(4-borono-3-fluorobenzamido)propyl)-N-(4-borono-3-fluorobenzoyl)glycine